[Na].[Na].FBF (Difluoroborane) disodium salt